4-[2-[3-[1,3-Benzodioxol-5-yl(methyl)carbamoyl]phenyl]-4-cyano-5-(trifluoromethyl)pyrazol-3-yl]oxybenzoic acid O1COC2=C1C=CC(=C2)N(C(=O)C=2C=C(C=CC2)N2N=C(C(=C2OC2=CC=C(C(=O)O)C=C2)C#N)C(F)(F)F)C